7-chloro-3-methylquinolinic acid ClC1=CC=C2C=C(C(=NC2=C1)C(=O)O)C